COC([C@H](CC(N1CCN(CC1)C1=NC=C(C=N1)C(F)(F)F)=O)NC(=O)OC(C)(C)C)=O (2S)-2-(tert-Butoxycarbonylamino)-4-oxo-4-[4-[5-(trifluoromethyl)pyrimidin-2-yl]piperazin-1-yl]butanoic acid methyl ester